1-heptyl 21-(tridecan-7-yl) 11-isothiocyanatohenicosanedioate N(=C=S)C(CCCCCCCCCC(=O)OCCCCCCC)CCCCCCCCCC(=O)OC(CCCCCC)CCCCCC